CC(C)(C)C1=C(C(=CC=C1)C=NC1=CC=CC=C1)O 2-(1,1-dimethylethyl)-6-[(phenylimino)methyl]phenol